ClC1=C(C=C(C=C1)NC(=O)NC1=C(C(=C(C=C1)F)C(=O)C=1C=C2N=CC=NC2=CC1)F)C(F)(F)F 1-(4-chloro-3-(trifluoromethyl)phenyl)-3-(2,4-difluoro-3-(quinoxaline-6-carbonyl)phenyl)urea